CC1(C(C(CC1)=O)C)CC(=O)OCCC n-propyl (1,2-dimethyl-3-oxocyclopentyl)acetate